(6-((3S,4S)-4-amino-3-methyl-2-oxa-8-azaspiro[4.5]decan-8-yl)-3-(2-fluoro-3-chlorophenyl)-1H-pyrazolo[3,4-b]pyrazin-5-yl)methanol N[C@@H]1[C@@H](OCC12CCN(CC2)C2=C(N=C1C(=N2)NN=C1C1=C(C(=CC=C1)Cl)F)CO)C